N1=C(N=CC=C1)C=1C(=NC=CN1)[C@@H](C)O (1R)-1-(3-pyrimidin-2-ylpyrazin-2-yl)ethanol